(R)-N-(1-(3-amino-5-(trifluoromethyl)phenyl)ethyl)-6-(2-(((3,3-difluorocyclobutyl)methyl)(methyl)amino)ethoxy)-7-methoxy-2-methylquinazolin-4-amine NC=1C=C(C=C(C1)C(F)(F)F)[C@@H](C)NC1=NC(=NC2=CC(=C(C=C12)OCCN(C)CC1CC(C1)(F)F)OC)C